2,2-bis-[4-(2-hydroxy-3-methacryloxypropoxy)-phenyl]propane OC(COC1=CC=C(C=C1)C(C)(C)C1=CC=C(C=C1)OCC(COC(C(=C)C)=O)O)COC(C(=C)C)=O